FC(S(=O)(=O)OC1=CC(OC=2C=C3C(=CC12)OCO3)=O)(F)F 6-oxo-6H-[1,3]dioxolo[4,5-g]chromen-8-yl trifluoromethanesulfonate